C(C)(C)(C)OC([C@H](C)OC1=C(C=C(C=C1)Br)C1=NOCC1OCC)=O.BrC=1C=NC(=NC1)N1CCC(CC1)F 5-bromo-2-(4-fluoropiperidin-1-yl)pyrimidine tert-butyl-(2S)-2-[4-bromo-2-(4-ethoxy-4,5-dihydroisoxazol-3-yl)phenoxy]propanoate